7-phenyl-10-[5-(9-phenylcarbazol-3-yl)-1-naphthyl]benzo[c]carbazole C1(=CC=CC=C1)N1C=2C=CC(=CC2C=2C3=C(C=CC12)C=CC=C3)C3=CC=CC1=C(C=CC=C31)C=3C=CC=1N(C2=CC=CC=C2C1C3)C3=CC=CC=C3